C(#N)C1=C(C=CC2=C1OC[C@@H]1N2CCN(C1)C(=O)OC(C)(C)C)/N=C/N(C)C tert-butyl (R,E)-7-cyano-8-(((dimethylamino)methylene)amino)-1,2,4a,5-tetrahydrobenzo[b]pyrazino[1,2-d][1,4]oxazine-3(4H)-carboxylate